O=C1N(C(C2=CC=CC=C12)=O)OS(=O)(=O)C(C(C(C(F)(F)F)(F)F)(F)F)(F)F nonafluoron-butanesulfonic acid 1,3-dioxoisoindolin-2-yl ester